tert-butyl (S)-7-(4-fluorobenzyl)-6-((2-methoxyethyl)amino)-2-methyl-2,3-dihydro-1H-pyrido[2,3-b][1,4]oxazine-1-carboxylate FC1=CC=C(CC2=CC3=C(OC[C@@H](N3C(=O)OC(C)(C)C)C)N=C2NCCOC)C=C1